Chloromethyl (2-(4-isobutylphenyl) propionate) C(C(C)C)C1=CC=C(C=C1)C(C(=O)OCCl)C